4-(7-chloroquinolin-3-yl)-1H-1,2,3-triazole ClC1=CC=C2C=C(C=NC2=C1)C=1N=NNC1